N[C@H](C(=O)NC1(CCOCC1)C(=O)NCCCOCCCCC(NCCOCCOCCCCCCCl)=O)CCCN1C(=NC=C1)N (S)-4-(2-amino-5-(2-amino-1H-imidazol-1-yl)pentanamido)-N-(22-chloro-9-oxo-4,13,16-trioxa-10-azadocosyl)tetrahydro-2H-pyran-4-carboxamide